ClC=1N=C(C2=C(N1)C(=C(N=C2)Cl)F)N2C[C@@H]1[C@@H]3C[C@@H]3[C@H](C2)N1C(=O)OC(C)(C)C tert-butyl (1R,2S,4R,5S)-7-(2,7-dichloro-8-fluoropyrido[4,3-d]pyrimidin-4-yl)-7,9-Diazatricyclo[3.3.1.02,4]nonane-9-carboxylate